COCCOC1=CC2=C(N(C=N2)C2=NC3=CC=CC=C3C=C2)C=C1 2-(5-(2-Methoxyethoxy)benzimidazol-1-yl)quinolin